FC1=C(NC=2C3=C(N=CN2)C=CC(=N3)O[C@@H]3CN(CC3)C(=O)OC(C)(C)C)C=CC(=C1F)OCC13OCC(C1)C3 tert-butyl (3S)-3-[4-[2,3-difluoro-4-(2-oxabicyclo[2.1.1]hexan-1-ylmethoxy)anilino]pyrido[3,2-d]pyrimidin-6-yl]oxypyrrolidine-1-carboxylate